C([C@H](O)CC(=O)[O-])(=O)[O-].[Na+].[Na+] sodium D-malate